CN1CN=C(C2=C1NC=C2)N(C2CC(C2)NS(=O)(=O)CCC)C N-methyl-4-(methyl-((1S,3S)-3-(propylsulfonamido)cyclobutyl)amino)-7H-pyrrolo[2,3-d]pyrimidine